Cl.ClCC=1N=CN(C1C)CCC 4-(chloromethyl)-5-methyl-1-propyl-1H-imidazole hydrochloride